C(CCCCCCCCC)NC n-decylmethylamine